(+/-)-[2-(3,5-difluoro-4-{[3-(2-methoxyphenyl)-1H-pyrrolo[2,3-b]pyridin-4-yl]oxy}anilino)-5-methyl-5,6-dihydro-4H-1,3-oxazin-5-yl]methanol FC=1C=C(NC=2OC[C@@](CN2)(C)CO)C=C(C1OC1=C2C(=NC=C1)NC=C2C2=C(C=CC=C2)OC)F |r|